C(C)N(CCNC(=O)OC(CCC(=O)OCC(COC(CCC(OCCCC\C=C/CC)OCCCC\C=C/CC)=O)COC(CCCCCCOC(C(CCCCCC)CCCC)=O)=O)CCCCCC)CC 3-((4,4-bis(((Z)-oct-5-en-1-yl)oxy)butanoyl)oxy)-2-(((7-((2-butyloctanoyl)oxy)heptanoyl)oxy)methyl)propyl 4-(((2-(diethylamino)ethyl) carbamoyl)oxy)decanoate